(R)-4-acetyL-3-(6-chloro-2'-fluoro-6'-(methylcarbamoyl)-[2,4'-bipyridin]-4-yl)piperazine-1-carboxylate C(C)(=O)N1[C@@H](CN(CC1)C(=O)[O-])C1=CC(=NC(=C1)Cl)C1=CC(=NC(=C1)C(NC)=O)F